(1R,3S)-3-(5-((1-methyl-6-oxo-1,6-dihydropyridazin-3-yl)amino)-1H-pyrazol-3-yl)cyclopentyl (4-nitrophenyl) carbonate C(O[C@H]1C[C@H](CC1)C1=NNC(=C1)NC1=NN(C(C=C1)=O)C)(OC1=CC=C(C=C1)[N+](=O)[O-])=O